Ethyl 3-(3-(5-((3-(3-(2,6-dichloro-4-(3-methoxy-3-oxopropyl)phenoxy)propoxy) propoxy) methyl)-3-methyl-1-((2-(trimethylsilyl)ethoxy) methyl)-1H-pyrazol-4-yl)propoxy)-4-fluorobenzoate ClC1=C(OCCCOCCCOCC2=C(C(=NN2COCC[Si](C)(C)C)C)CCCOC=2C=C(C(=O)OCC)C=CC2F)C(=CC(=C1)CCC(=O)OC)Cl